[3-(4-aminocinnolin-7-yl)-4-[[(2S)-4,4-difluoropyrrolidin-2-yl]methoxy]phenyl]boronic acid NC1=CN=NC2=CC(=CC=C12)C=1C=C(C=CC1OC[C@H]1NCC(C1)(F)F)B(O)O